(S)-2-((4-(2-((2-chloro-4-fluorobenzyl)oxy)thiazol-4-yl)-3,6-dihydropyridin-1(2H)-yl)methyl)-1-(oxetan-2-ylmethyl)-1H-benzo[d]imidazole-6-carboxylic acid ClC1=C(COC=2SC=C(N2)C=2CCN(CC2)CC2=NC3=C(N2C[C@H]2OCC2)C=C(C=C3)C(=O)O)C=CC(=C1)F